C(C)OC1=CC=C2C=C(C(OC2=C1)=O)C(C(=O)OC)=O methyl 2-(7-ethoxy-2-oxo-2H-chromen-3-yl)-2-oxoacetate